FC(OC1=NC2=CC(=CC(=C2N=C1)C=1SC=C(N1)C)C)F 2-(2-(difluoromethoxy)-7-methylquinoxalin-5-yl)-4-methylthiazole